4-(dibenzylamino)-2-methylpyrazolin-3-one C(C1=CC=CC=C1)N(C1C(N(NC1)C)=O)CC1=CC=CC=C1